(2S)-2-[8-(2-chlorophenyl)-7-(4-chlorophenyl)-3-(oxacyclohex-4-yl)-2,6-dioxopurin-1-yl]Propionamide ClC1=C(C=CC=C1)C1=NC=2N(C(N(C(C2N1C1=CC=C(C=C1)Cl)=O)[C@H](C(=O)N)C)=O)C1CCOCC1